6,6'-bis((S)-2-(pyrrolidin-1-ylmethyl)pyrrolidine-1-carbonyl)-[4,4'-bipiperidine] N1(CCCC1)C[C@H]1N(CCC1)C(=O)C1CC(CCN1)C1CCNC(C1)C(=O)N1[C@@H](CCC1)CN1CCCC1